Diethylstilbestrol dipalmitate C(CCCCCCCCCCCCCCC)(=O)OC1=CC=C(/C(/CC)=C(/C2=CC=C(OC(CCCCCCCCCCCCCCC)=O)C=C2)\CC)C=C1